tert-butyl (2R,6S)-4-(1-((2,7-dimethylimidazo[1,2-a]pyrimidin-6-yl)carbamoyl)-2,3-dihydro-1H-pyrrolo[2,3-b]pyridin-4-yl)-2,6-dimethylpiperazine-1-carboxylate CC=1N=C2N(C=C(C(=N2)C)NC(=O)N2CCC=3C2=NC=CC3N3C[C@H](N([C@H](C3)C)C(=O)OC(C)(C)C)C)C1